C1(CC1)N1N=C(C=2C(=NC=CC21)NCC2=C(C=C(C=C2)OC)OC)C2=CC(=C(C=C2)NC(=O)NC2=NOC(=C2)C2(CC2)C(F)(F)F)F 1-(4-(1-cyclopropyl-4-((2,4-dimethoxybenzyl)amino)-1H-pyrazolo[4,3-c]pyridin-3-yl)-2-fluorophenyl)-3-(5-(1-(trifluoromethyl)cyclopropyl)isoxazol-3-yl)urea